difluoromethylenedisulfonic acid FC(S(=O)(=O)O)(S(=O)(=O)O)F